1-[(5-chloropyrimidin-2-yl)methyl]-2-(5-chloro-2-thienyl)imidazole-4-carboxylic acid ethyl ester C(C)OC(=O)C=1N=C(N(C1)CC1=NC=C(C=N1)Cl)C=1SC(=CC1)Cl